C(C)(=O)NC=1C=C(C=CC1C(NC=1SC(=C(N1)C)[N+](=O)[O-])=O)C(NCCOCCOCCOCCNC(OC(C)(C)C)=O)=O tert-butyl (1-(3-acetamido-4-((4-methyl-5-nitrothiazol-2-yl)carbamoyl)phenyl)-1-oxo-5,8,11-trioxa-2-azatridecan-13-yl)carbamate